(2S)-1-[(19S)-19-(2-Tert-butoxy-2-oxoethyl)-2,2-dimethyl-4,17,20-trioxo-3,8,11,14-tetraoxa-5,18-diazaicosan-20-yl]pyrrolidine-2-carboxylic acid C(C)(C)(C)OC(C[C@H](NC(CCOCCOCCOCCNC(OC(C)(C)C)=O)=O)C(=O)N1[C@@H](CCC1)C(=O)O)=O